C(=O)(OC(C)(C)C)N1C(CCC1)C(CC(C(=O)OCC)=O)=O 1-Boc-2-(4-ethoxy-3,4-dioxobutyryl)pyrrolidine